OC(C)(C)CCC[C@@H](C)[C@H]1CC[C@H]2[C@@H]3CCC4=CCCC[C@]4(C)[C@H]3CC[C@]12C 25-Hydroxycholest-4-en